C1(=CC=CC=C1)[C@@H]1OCCN2C1=NC(=N2)C(=O)N[C@H]2COC1=C(NC2=O)C(=CC(=C1)C)F (8S)-8-phenyl-N-[(3S)-6-fluoro-8-methyl-4-oxo-3,5-dihydro-2H-1,5-benzoxazepin-3-yl]-6,8-dihydro-5H-[1,2,4]triazolo[5,1-c][1,4]oxazine-2-carboxamide